chloro-3-ethyl-N-(4-fluorobenzyl)-1-methyl-1H-pyrazolo[3,4-d]pyrimidin-4-amine ClC1=NC(=C2C(=N1)N(N=C2CC)C)NCC2=CC=C(C=C2)F